6-amino-9H-purin NC1=C2N=CNC2=NC=N1